C(C1=CC=CC=C1)(C1=CC=CC=C1)N1CCN(CC1)C(=O)C1=CC(=C2C(N(C(C2=C1)=O)C1C(NC(CC1)=O)=O)=O)F 6-(4-benzhydryl-piperazine-1-carbonyl)-2-(2,6-dioxopiperidin-3-yl)-4-fluoroisoindoline-1,3-dione